N-(9-fluorenylmethoxycarbonyl)-L-methionine C1=CC=CC=2C3=CC=CC=C3C(C12)COC(=O)N[C@@H](CCSC)C(=O)O